N-((1S,3r)-3-(5-(5-ethoxypyridin-2-yl)-4-(2-fluorophenyl)-4H-1,2,4-triazol-3-yl)cyclobutyl)-5-(2-hydroxypropan-2-yl)pyridineamide C(C)OC=1C=CC(=NC1)C=1N(C(=NN1)C1CC(C1)NC(=O)C1=NC=C(C=C1)C(C)(C)O)C1=C(C=CC=C1)F